FC1=C(C=CC=C1)S(=O)(=O)NC=1C(=NC=C(C1)C=1C=C2C(=NC=NC2=CC1)N1CCC2(CN(C2)C(\C=C\C(C)=O)=O)CC1)OC (E)-2-fluoro-N-(2-methoxy-5-(4-(2-(4-oxopent-2-enoyl)-2,7-diazaspiro[3.5]nonan-7-yl)quinazolin-6-yl)pyridin-3-yl)benzene-sulfonamide